C(C)C1(OC=2C=C(C=CC2C=2N=C(SC21)NC(=O)C=2C(=NC=NC2OC)OC)C=O)CC N-(4,4-diethyl-7-formyl-4H-chromeno[4,3-d]thiazol-2-yl)-4,6-dimethoxypyrimidine-5-carboxamide